ClC=1C=C2CCN(CC2=CN1)C(=O)C1CCOCC1 (6-chloro-3,4-dihydro-2,7-naphthyridin-2(1H)-yl)(tetrahydro-2H-pyran-4-yl)methanone